2-((2-(4-(tert-butyl)pyridin-2-yl)benzofuran-5-yl)thio)-2-methylpropanoic acid C(C)(C)(C)C1=CC(=NC=C1)C=1OC2=C(C1)C=C(C=C2)SC(C(=O)O)(C)C